5-(2-((hexahydro-1H-pyrrolizin-7a-yl)methoxy)-7-(8-methylnaphthalen-1-yl)-5,6,7,8-tetrahydropyrido[3,4-d]pyrimidin-4-yl)tetrahydropyrrolo[3,4-c]pyrrole-1,3(2H,3aH)-dione C1CCN2CCCC12COC=1N=C(C2=C(N1)CN(CC2)C2=CC=CC1=CC=CC(=C21)C)N2CC1C(C2)C(NC1=O)=O